FC([C@@H]1CC=2C(=NNC2CC1)C(=O)OCC)(F)F (S)-ethyl 5-(trifluoromethyl)-4,5,6,7-tetrahydro-1H-indazole-3-carboxylate